CNCC1N(CCOC1)C Methyl-[(4-methylmorpholin-3-yl)methyl]amine